ditertbutyl(4-dimethylaminophenyl)phosphine C(C)(C)(C)P(C1=CC=C(C=C1)N(C)C)C(C)(C)C